pentadecyl 3,4-dihydroxyphenylacetate OC=1C=C(C=CC1O)CC(=O)OCCCCCCCCCCCCCCC